(8-chloro-5-((4'-cyclopropyl-[1,1'-biphenyl]-3-yl)(methyl)amino)-[1,2,4]triazolo[4,3-a]quinazolin-1-yl)methanol ClC1=CC=C2C(=NC=3N(C2=C1)C(=NN3)CO)N(C)C=3C=C(C=CC3)C3=CC=C(C=C3)C3CC3